ClC=1C=NC=C(C1C(C)OC=1C=C2C(=NNC2=CC1)C1=NC2=C(N1)CN(C2)CC2CCN(CC2)C)Cl 5-(1-(3,5-Dichloropyridin-4-yl)ethoxy)-3-(5-((1-methylpiperidin-4-yl)methyl)-1,4,5,6-tetrahydropyrrolo[3,4-d]imidazol-2-yl)-1H-indazole